6'-(2-Methylpyridin-4-yl)-2'-oxo-1',4'-dihydro-2'H-spiro[pyrrolidin-3,3'-chinolin]-1-carbonitril CC1=NC=CC(=C1)C=1C=C2CC3(C(NC2=CC1)=O)CN(CC3)C#N